N=1C=2N(CC1)C=CN2 imidazo[1,2-a]Imidazole